[(2S,3R,4S,5R,6R)-4,5-diacetoxy-6-bromo-2-(fluoromethyl)tetrahydropyran-3-yl]acetate C(C)(=O)O[C@H]1[C@H]([C@H](O[C@@H]([C@@H]1OC(C)=O)Br)CF)CC(=O)[O-]